C(C)(=O)C1=C(OCCNC(OC(C)(C)C)=O)C=CC(=C1)Br tert-Butyl (2-(2-acetyl-4-bromophenoxy)ethyl)carbamate